1-(2-methoxy-5-(4-nitro-1H-imidazol-1-yl)phenyl)ethanone COC1=C(C=C(C=C1)N1C=NC(=C1)[N+](=O)[O-])C(C)=O